C(#N)C1=CC=C(C=C1)C1=CC(=CN1)S(=O)(=O)NC1=C(C=C(C(=C1)F)C(F)(F)F)F 5-(4-cyanophenyl)-N-[2,5-difluoro-4-(trifluoromethyl)phenyl]-1H-pyrrole-3-sulfonamide